C(CCCCCC)O[Al](OCCCCCCC)OCCCCCCC triheptoxyaluminum